7-bromo-benzo[e][1,2,4]triazine-1,4-dioxide hydrobromide Br.BrC1=CC2=C([N+](=CN=[N+]2[O-])[O-])C=C1